CC=1N=C(OC1C)C1=C(C=C(C=N1)C1=NN(C(=C1C(=O)N)C(F)(F)F)C=1C=2C3=C(C(NC3=CC1)=C=O)C=CC2)C(F)(F)F (6-(4,5-dimethyloxazol-2-yl)-5-(trifluoromethyl)pyridin-3-yl)-1-(2-carbonyl-1,2-dihydrobenzo[cd]indol-6-yl)-5-(trifluoromethyl)-1H-pyrazole-4-carboxamide